3-fluoro-7-isopropyl-7H-benzo[c]carbazole-5-carbaldehyde FC=1C=CC2=C(C(=CC=3N(C=4C=CC=CC4C23)C(C)C)C=O)C1